ethyl 7-[1-(tert-butoxycarbonyl)-4-hydroxypiperidin-4-yl]-2-(4-phenoxyphenyl)-2H-pyrazolo[4,3-b]pyridine-3-carboxylate C(C)(C)(C)OC(=O)N1CCC(CC1)(O)C=1C=2C(N=CC1)=C(N(N2)C2=CC=C(C=C2)OC2=CC=CC=C2)C(=O)OCC